(sec-butyl)-6-((diphenylmethylene)amino)pyridazin-3(2H)-one C(C)(CC)N1N=C(C=CC1=O)N=C(C1=CC=CC=C1)C1=CC=CC=C1